ClC1=CC(=C(C(=C1)OC)B1OC(C(O1)(C)C)(C)C)C(F)F 2-(4-chloro-2-(difluoromethyl)-6-methoxyphenyl)-4,4,5,5-tetramethyl-1,3,2-dioxaborolane